CC1=C(C=CC(=C1)OC(F)(F)F)N1CN(C(C2=CC(=CC=C12)C(F)(F)F)=O)C1=CNC(C=C1)=O 1-(2-methyl-4-(trifluoromethoxy)phenyl)-3-(6-oxo-1,6-dihydropyridin-3-yl)-6-(trifluoromethyl)-2,3-dihydroquinazolin-4(1H)-one